N-[2-(4-bromo-2-chloro-phenyl)-2,2-difluoro-ethyl]-7-[3-(trifluoromethyl)phenoxy]-2,3-dihydro-[1,4]dioxino[2,3-b]pyridine-8-carboxamide BrC1=CC(=C(C=C1)C(CNC(=O)C1=C2C(=NC=C1OC1=CC(=CC=C1)C(F)(F)F)OCCO2)(F)F)Cl